CN1N=CC(=C1)C1=CC=2SCCNC2C=N1 7-(1-methyl-1H-pyrazol-4-yl)-3,4-dihydro-2H-pyrido[4,3-b][1,4]thiazine